FC(C1(N=N1)C1=CC=C(CO)C=C1)(F)F 4-[3-(trifluoromethyl)-3H-diazirin-3-yl]benzyl alcohol